N-[(1R,3s,5S)-8-Azabicyclo[3.2.1]octan-3-yl]-5-(5-bromopyrimidin-2-yl)-N-methyl[1,3]thiazolo[5,4-d][1,3]thiazol-2-amin [C@H]12CC(C[C@H](CC1)N2)N(C=2SC=1N=C(SC1N2)C2=NC=C(C=N2)Br)C